ClC1=CC=C(C(=N1)C(=O)O)N[C@H](C)C=1C=C(C=C2C(N(C(=NC12)N1CC=2N(N=CC2C1)C)C)=O)F (R)-6-chloro-3-((1-(6-fluoro-3-methyl-2-(1-methyl-4,6-dihydropyrrolo[3,4-c]pyrazol-5(1H)-yl)-4-oxo-3,4-dihydroquinazolin-8-yl)ethyl)amino)picolinic acid